4,6-Dichloro-N-methoxy-2-methylnicotinamide ClC1=CC(=NC(=C1C(=O)NOC)C)Cl